FC(C=1C=C(C(=O)NC(C)C=2N(N=CN2)C2=NC=C(C=C2)O\C=C/C(F)(F)F)C=C(C1)C(F)(F)F)(F)F 3,5-bis(trifluoromethyl)-N-[1-[2-[5-[(Z)-3,3,3-trifluoroprop-1-enoxy]-2-pyridyl]-1,2,4-triazol-3-yl]ethyl]benzamide